2-(1-phenyl-1H-pyrazol-4-yl)-N-(propan-2-yl)-N-[(3R)-pyrrolidin-3-yl]-1,3-thiazole-4-carboxamide C1(=CC=CC=C1)N1N=CC(=C1)C=1SC=C(N1)C(=O)N([C@H]1CNCC1)C(C)C